(5R,6S)-6-phenyl-5-(4-(4-(piperidin-4-yl)piperazin-1-yl)phenyl)-5,6,7,8-tetrahydronaphthalen C1(=CC=CC=C1)[C@@H]1[C@@H](C=2C=CC=CC2CC1)C1=CC=C(C=C1)N1CCN(CC1)C1CCNCC1